(E)-N-benzyl-3-(6-bromopyridine-2-yl)-2-cyanoacrylamide C(C1=CC=CC=C1)NC(\C(=C\C1=NC(=CC=C1)Br)\C#N)=O